COCOC1=CC(=C(C(=C1C(=O)OCOC)C)C)OC(=O)C1(C(=CCC=C1C)C)C methoxymethyl 6-(methoxymethoxy)-2,3-dimethyl-4-((1,2,6-trimethylcyclohexa-2,5-diene-1-carbonyl)oxy)benzoate